2-methyl-phenylamine CC1=C(C=CC=C1)N